tert-Butyl N-[[4-[3-chloro-4-[2-chloro-3-(3-formyl-1-methyl-pyrrolo[2,3-b]pyridin-6-yl)phenyl]-2-pyridyl]-2-methoxy-phenyl]methyl]-N-[[(2S)-5-oxopyrrolidin-2-yl]methyl]carbamate ClC=1C(=NC=CC1C1=C(C(=CC=C1)C1=CC=C2C(=N1)N(C=C2C=O)C)Cl)C2=CC(=C(C=C2)CN(C(OC(C)(C)C)=O)C[C@H]2NC(CC2)=O)OC